P(O)OPO.C(C)(C)(C)C1=C(C=CC(=C1)C(C)(C)C)C=1C(=C(C(=C(C1)C1=C(C=C(C=C1)C(C)(C)C)C(C)(C)C)C1=C(C=C(C=C1)C(C)(C)C)C(C)(C)C)C1=C(C=C(C=C1)C(C)(C)C)C(C)(C)C)C1=CC=CC=C1 tetrakis(2,4-di-tert-butylphenyl)-4,4-biphenyl diphosphonite